triisononyl 1,2,4-cyclohexanetricarboxylate C1(C(CC(CC1)C(=O)OCCCCCCC(C)C)C(=O)OCCCCCCC(C)C)C(=O)OCCCCCCC(C)C